CC=1C(=CC2=C(N(C(N2)=O)[C@H]2CN(CCC2)CCCC(F)(F)F)C1)C=1C=C(C=2N(C1)N=CN2)C (R)-6-Methyl-5-(8-methyl-[1,2,4]triazolo[1,5-a]pyridin-6-yl)-1-(1-(4,4,4-trifluorobutyl)piperidin-3-yl)-1,3-dihydro-2H-benzo[d]imidazol-2-on